tert-butyl 4-(5-(4-cyanopyridin-3-yl)-2-(1-(2,6-difluorophenyl)-6-oxo-1,6-dihydropyridazine-3-carboxamido)phenyl)piperazine-1-carboxylate C(#N)C1=C(C=NC=C1)C=1C=CC(=C(C1)N1CCN(CC1)C(=O)OC(C)(C)C)NC(=O)C1=NN(C(C=C1)=O)C1=C(C=CC=C1F)F